COC(C1=CC(=C(C(=C1)[N+](=O)[O-])NCC(C)(C)C)F)=O 4-(2,2-Dimethylpropylamino)-3-fluoro-5-nitro-benzoic acid methyl ester